tert-Butyl peroxybenzoat C(C1=CC=CC=C1)(=O)OOC(C)(C)C